OC1=C(C=CC(=C1OC)OC)\C=C\C(=O)C1=CC=C(C=C1)OC hydroxy-3-methoxy-4,4'-dimethoxychalcone